6-n-Octyltriethoxysilane CCCCCC(CC)[Si](OCC)(OCC)OCC